BrC=1C(=C(C=CC1)C1(CC2(CN(C2)C(=O)OC(C)(C)C)CC1)O)F tert-Butyl 6-(3-bromo-2-fluorophenyl)-6-hydroxy-2-azaspiro[3.4]octane-2-carboxylate